FC(N1C(=CC=2C(=NC=CC21)C)C2=CC=C(C=C2)S(=O)(=O)C)F 1-(difluoromethyl)-4-methyl-2-(4-methylsulfonylphenyl)pyrrolo[3,2-c]pyridin